trimethylammonium iodide ethyl-methacrylate C(C)OC(C(=C)C)=O.[I-].C[NH+](C)C